NC1=CC=C(C(=N1)C1=C(C=2N=C(N=C(C2C=N1)N([C@H]1CNCC1)C)OC[C@]12CCCN2C[C@@H](C1)F)F)F 7-(6-amino-3-fluoropyridin-2-yl)-8-fluoro-2-(((2R,7aS)-2-fluorotetrahydro-1H-pyrrolizin-7a(5H)-yl)methoxy)-N-methyl-N-((R)-pyrrolidin-3-yl)pyrido[4,3-d]pyrimidin-4-amine